Phenyl Chlorothionoformate ClC(=S)OC1=CC=CC=C1